5-fluoro-1-[4-(4-fluorophenyl)-2-(tetrazol-2-yl)cyclopentyl]piperidin FC1CCCN(C1)C1C(CC(C1)C1=CC=C(C=C1)F)N1N=CN=N1